1-O-tert-butyl 4-O-ethyl 4-[(3-bromopyrazin-2-yl)methyl]piperidine-1,4-dicarboxylate BrC=1C(=NC=CN1)CC1(CCN(CC1)C(=O)OC(C)(C)C)C(=O)OCC